2-fluoro-4,6-dihydroxybenzaldehyde FC1=C(C=O)C(=CC(=C1)O)O